(7-(2-(4-(6-fluorobenzothiophen-4-yl)piperazin-1-yl)ethyl)-2-oxo-3,4-dihydroquinoline-1(2H)-yl)glycine methyl ester COC(CNN1C(CCC2=CC=C(C=C12)CCN1CCN(CC1)C1=CC(=CC2=C1C=CS2)F)=O)=O